1-Tert-butyl 3-(2-(1-ethyl-1,4,5,6-tetrahydropyrrolo[3,4-c]pyrazole-5-carbonyl)-4-(4-ethylpyridin-3-yl)-7-fluoro-1H-indol-6-yl)-5,6-dihydropyridine-1(2H)-carboxylate C(C)N1N=CC2=C1CN(C2)C(=O)C=2NC1=C(C(=CC(=C1C2)C=2C=NC=CC2CC)C=2CN(CCC2)C(=O)OC(C)(C)C)F